[3-[4-(Benzenesulfonyl)phenyl]azetidin-1-yl]-[(3S)-3-(tetrazol-1-yl)pyrrolidin-1-yl]methanone C1(=CC=CC=C1)S(=O)(=O)C1=CC=C(C=C1)C1CN(C1)C(=O)N1C[C@H](CC1)N1N=NN=C1